sodium hydrogen carbonat C(O)([O-])=O.[Na+]